OC1=NC(=NC(=C1)O)SCCC 4,6-dihydroxyl-2-propylthiopyrimidine